C(C1=CC=CC=C1)OC(=O)N[C@@H](C(=O)OC)CNC(C1=CC(=CC(=C1)F)C=1C(=NSC1)CC)=O (R)-methyl 2-(((benzyloxy)carbonyl)amino)-3-(3-(3-ethylisothiazol-4-yl)-5-fluorobenzamido)propanoate